FC=1C=NC=CC1OC 3-fluoro-4-methoxypyridin